C(C)(=O)N1CCC(CC1)N1N=NC(=C1)C 1-(1-(1-acetylpiperidin-4-yl)-1H-1,2,3-triazol-4-yl)-methane